N[C@@H](CCS)C(=O)O L-HomoCysteine